di-tert-butyl 5-iodo-1,4-dihydrophthalazine-2,3-dicarboxylate IC1=C2CN(N(CC2=CC=C1)C(=O)OC(C)(C)C)C(=O)OC(C)(C)C